CC1=CSC2=C1N=C(N=C2N2C(C1C(C1C2)CC(=O)O)=O)N2[C@H](CC2)C 2-[3-{7-Methyl-2-[(2S)-2-methyl-azetidin-1-yl]-thieno[3,2-d]pyrimidin-4-yl}-2-Oxo-3-azabicyclo[3.1.0]hexane-6-yl]acetic acid